6-fluoro-4-((3-fluoro-4-(piperidin-1-ylmethyl)benzyl)thio)-1-oxoisoindoline FC1=CC(=C2CNC(C2=C1)=O)SCC1=CC(=C(C=C1)CN1CCCCC1)F